COC(CC(C=1C=C2C=NN(C2=CC1)C)C1=C2CCN(CC2=CC=C1)C(C1=CC=C(C=C1)OC)=O)=O 3-(2-(4-Methoxybenzoyl)-1,2,3,4-tetrahydroisoquinolin-5-yl)-3-(1-methyl-1H-indazol-5-yl)propionic acid methyl ester